FC1=CC=C(C=C1)C1=CC=C(C(=O)NC2=CC=C(C=C2)[C@H]2[C@@H](C2)N)C=C1 trans-4-(4-fluorophenyl)-N-(4-(2-aminocyclopropyl)phenyl)-benzamide